C(C)(C)(C)OC(=O)N1CCC(CC1)C1=NC(=CC=C1)OCC1=CC=C(C2=CC=CC=C12)C#N 4-(6-((4-cyanonaphthalene-1-yl)methoxy)pyridin-2-yl)piperidine-1-carboxylic acid tert-butyl ester